5-chloro-N-[2,4-difluoro-3-(2-{[1-(2-methoxyethyl)piperidin-4-yl]amino}quinazolin-6-yl)phenyl]-3-hydroxy-2,3-dihydro-1-benzofuran-7-sulfonamide ClC=1C=C(C2=C(C(CO2)O)C1)S(=O)(=O)NC1=C(C(=C(C=C1)F)C=1C=C2C=NC(=NC2=CC1)NC1CCN(CC1)CCOC)F